ClC=1C(=NSC1)C chloro-methyl-isothiazole